(2R)-2-[(tert-butoxycarbonyl)(methyl)amino]propanoic acid C(C)(C)(C)OC(=O)N([C@@H](C(=O)O)C)C